COC(C=CCN1C(NC2=CC=C(C=C2C1=O)S(NC1(COC1)C)(=O)=O)=O)=O 4-{6-[(3-methyloxetan-3-yl)sulfamoyl]-2,4-dioxo-1H-quinazolin-3-yl}but-2-enoic acid methyl ester